CC=1N=NSC1C(=O)NC(CCC=CC(=O)[O-])C=O 6-(4-methyl-1,2,3-thiadiazol-5-carboxamido)-7-oxohept-2-enoat